FC=1C=C(C=CC1)C1=NN=C(O1)N 5-(3-fluorophenyl)-1,3,4-oxadiazol-2-amine